FC1=C(C=CC(=C1OC)[C@H]1[C@H](CCC2=CC(=CC=C12)O)C1=CC=CC=C1)N1CCC(CC1)C=O 1-(2-fluoro-4-((1S,2S)-6-hydroxy-2-phenyl-1,2,3,4-tetrahydronaphthalen-1-yl)-3-methoxyphenyl)piperidine-4-carbaldehyde